C(CC\C=C/C\C=C/C\C=C/C\C=C/C\C=C/C\C=C/CC)(=O)NS(=O)(=O)C1=CC2=C(S([C@H](C[C@@H]2NCC)C)(=O)=O)S1 (4S,6S)-4-Ethylamino-6-methyl-7,7-dioxo-4,5,6,7-tetrahydro-7lambda*6*-thieno[2,3-b]thiopyran-2-sulfonic acid ((4Z,7Z,10Z,13Z,16Z,19Z)-docosa-4,7,10,13,16,19-hexaenoyl)-amide